FC=1C(=CC=2C3=C(NC(C2C1)=O)[C@@H](OC[C@@H]3N(C(=O)C=3NC1=CC(=C(C=C1C3)F)F)C)O)F N-((1R,4R)-8,9-difluoro-4-hydroxy-6-oxo-1,4,5,6-tetrahydro-2H-pyrano[3,4-c]isoquinolin-1-yl)-5,6-difluoro-N-methyl-1H-indole-2-carboxamide